N[C@@H]1CN(CC1)C(=O)OC(C)(C)C tert-butyl (3S)-3-amino-1-pyrrolidinecarboxylate